(S)-1-(4-((4-((R)-2-acetoxy-3-chloropropoxy)-3-chlorophenyl)sulfonyl)-2-chlorophenoxy)-3-methoxypropan-2-yl acetate C(C)(=O)O[C@H](COC1=C(C=C(C=C1)S(=O)(=O)C1=CC(=C(C=C1)OC[C@H](CCl)OC(C)=O)Cl)Cl)COC